C(C=C)(=O)OC(C)COC(C)COC(C=C)=O dipropylene glycol di-acrylate